CN1N=C(C(=C1C)O)C1=C(C=CC=C1)S(=O)(=O)C(C)(C)C 1,5-dimethyl-3-(2-(tert-butylsulfonyl)phenyl)-pyrazole-4-ol